carbon lithium sulfur sodium (2-(5-((3-cyano-4-fluorophenyl) carbamoyl)-1,2,4-trimethyl-1H-pyrrol-3-yl)-N-(3-ethynyloxetan-3-yl)-2-oxoacetamido) methyl phosphate P(=O)(ON(C(C(=O)C1=C(N(C(=C1C)C(NC1=CC(=C(C=C1)F)C#N)=O)C)C)=O)C1(COC1)C#C)(OC)[O-].[Na+].[S+2].[Li+].[C+4].C(#N)C=1C=C(C=CC1F)NC(=O)C1=C(C(=C(N1C)C)C(C(=O)N(C1(COC1)C#C)OP(=O)(OC)[O-])=O)C.C(#N)C=1C=C(C=CC1F)NC(=O)C1=C(C(=C(N1C)C)C(C(=O)N(C1(COC1)C#C)OP(=O)(OC)[O-])=O)C.C(#N)C=1C=C(C=CC1F)NC(=O)C1=C(C(=C(N1C)C)C(C(=O)N(C1(COC1)C#C)OP(=O)(OC)[O-])=O)C.C(#N)C=1C=C(C=CC1F)NC(=O)C1=C(C(=C(N1C)C)C(C(=O)N(C1(COC1)C#C)OP(=O)(OC)[O-])=O)C.C(#N)C=1C=C(C=CC1F)NC(=O)C1=C(C(=C(N1C)C)C(C(=O)N(C1(COC1)C#C)OP(=O)(OC)[O-])=O)C.C(#N)C=1C=C(C=CC1F)NC(=O)C1=C(C(=C(N1C)C)C(C(=O)N(C1(COC1)C#C)OP(=O)(OC)[O-])=O)C.C(#N)C=1C=C(C=CC1F)NC(=O)C1=C(C(=C(N1C)C)C(C(=O)N(C1(COC1)C#C)OP(=O)(OC)[O-])=O)C